C(CCCCCCC\C=C/C\C=C/CCCCC)(=O)OCC(COC(=O)OCCCN(CC)CC)COC(CCCCCC(CCCCCC)CCCCCC)=O 3-(((3-(diethylamino)propoxy)carbonyl)oxy)-2-(((7-hexyltridecanoyl)oxy)methyl)propyl (9Z,12Z)-octadeca-9,12-dienoate